CN(C=1C=C2CCC[C@H](C2=CC1)CNC=1C=NC=CC1C(=O)O)C=1SC=CC1 3-({[(1R)-6-[methyl-(thiophen-2-yl)amino]-1,2,3,4-tetrahydronaphthalen-1-yl]methyl}amino)pyridine-4-carboxylic acid